5-bromo-3-((2,3-dichloro-phenylimino)meth-yl)-2-hydroxyphenyl 4-methylbenzoate CC1=CC=C(C(=O)OC2=C(C(=CC(=C2)Br)C=NC2=C(C(=CC=C2)Cl)Cl)O)C=C1